OC(C=1C=C(C(=O)O)C=C(N1)C(NC)=O)C1=C(C=CC=C1)C 2-(hydroxy(o-tolyl)methyl)-6-(methylcarbamoyl)isonicotinic acid